N-(1H-benzimidazol-2-ylmethyl)-2-(morpholin-4-yl)-7-(trifluoromethyl)imidazo[2,1-f][1,2,4]triazin-4-amine N1C(=NC2=C1C=CC=C2)CNC2=NC(=NN1C2=NC=C1C(F)(F)F)N1CCOCC1